C[C@@H]1O[C@@H](CN(C1)C(=O)C1=NOC(=C1C)C1=C(C(=C(C(=C1)F)F)OC)F)C ((2S,6R)-2,6-Dimethylmorpholino)(4-methyl-5-(2,4,5-trifluoro-3-methoxyphenyl)isoxazol-3-yl)methanone